ClC1=NC=C(C(=N1)N1[C@H](CCC1)CC(=O)OC)[N+](=O)[O-] methyl (R)-2-(1-(2-chloro-5-nitropyrimidin-4-yl)pyrrolidin-2-yl)acetate